2-((S)-4,4-difluoro-3-(6-oxo-1,6-dihydropyridin-3-yl)piperidin-1-yl)-N-(5-(pyridin-4-yloxy)pyridin-2-yl)propanamide FC1([C@H](CN(CC1)C(C(=O)NC1=NC=C(C=C1)OC1=CC=NC=C1)C)C1=CNC(C=C1)=O)F